C(=O)(O)C1=C(C=CC=C1)C(C(F)(F)F)(C(F)(F)F)C1=C(C=CC=C1)C(=O)O 2,2-bis(2-carboxyphenyl)hexafluoropropane